4-aminobutyl-guanidine NCCCCNC(=N)N